C(C)(=O)ON=C(C)C=1C=CC=2N(C3=CC=C(C=C3C2C1)C(C1=C(C=C(C=C1)OCCC(C(C(C)=O)(C)C)=O)C)=O)CC N-acetoxy-1-[9-ethyl-6-{2-methyl-4-(3,3-dimethyl-2,4-dioxopentylmethoxy)benzoyl}-9H-carbazol-3-yl]ethane-1-imine